FC1=CC=C(C=C1)S(=O)(=O)NC1=CC=C(C=C1)[As]=O 4-fluoro-N-(4-(oxoarsanyl)phenyl)benzene-sulfonamide